strontium α-ketoglutarate O=C(C(=O)[O-])CCC(=O)[O-].[Sr+2]